methyl 5-chloro-2-((4-fluoro-2-formylphenyl)amino)nicotinate ClC=1C=NC(=C(C(=O)OC)C1)NC1=C(C=C(C=C1)F)C=O